COC(CN1N=CC=C1CN1C(C2=CC=C(C=C2C=N1)S(=O)(=O)C1=CC2=C(OCCN2C(=O)OC(C)(C)C)C=C1)=O)=O tert-butyl 6-((2-((1-(2-methoxy-2-oxoethyl)-1H-pyrazol-5-yl) methyl)-1-oxo-1,2-dihydro-phthalazin-6-yl) sulfonyl)-2,3-dihydro-4H-benzo[b][1,4]oxazine-4-carboxylate